2-((4-((2-acetamidopyridin-4-yl)oxy)-3-fluorophenyl)amino)-N-(4-fluorophenyl)nicotinamide C(C)(=O)NC1=NC=CC(=C1)OC1=C(C=C(C=C1)NC1=C(C(=O)NC2=CC=C(C=C2)F)C=CC=N1)F